C(#N)C=1C(=CC(=NC1)NC(=O)N1CCCC2=CC(=C(N=C12)C=O)CN1C(CN(CC1)C)=O)NCC(C)(SC)C N-(5-cyano-4-((2-methyl-2-(methylthio)propyl)amino)pyridin-2-yl)-7-formyl-6-((4-methyl-2-oxopiperazin-1-yl)methyl)-3,4-dihydro-1,8-naphthyridine-1(2H)-carboxamide